methyltrimethoxyphosphine bromide [Br-].CCOP(OC)OC